C(=CCCCCCC)C1CCC(O1)=O 5-oct-1-enyloxolan-2-one